O=C1N(C(C2=CC=CC=C12)=O)C[C@@H]([C@@H](C)NC(OC(C)(C)C)=O)CC=C tert-butyl ((2R,3S)-3-((1,3-dioxoisoindolin-2-yl)methyl)hex-5-en-2-yl)carbamate